1-(6-(3-chlorophenyl)pyrido[2,3-B]pyrazin-2-yl)-4-methylpiperidin-4-amine ClC=1C=C(C=CC1)C=1C=CC=2C(=NC=C(N2)N2CCC(CC2)(N)C)N1